1-((pyridin-3-yloxy)methyl)cyclohex-3-ene-1-carboxylate N1=CC(=CC=C1)OCC1(CC=CCC1)C(=O)[O-]